(R)-(4-(7-chloropyrazolo[1,5-a]pyridin-2-yl)-6,7-dihydro-1H-imidazo[4,5-c]pyridin-5(4H)-yl)(5-cyclobutyl-1,3,4-oxadiazol-2-yl)methanone ClC1=CC=CC=2N1N=C(C2)[C@@H]2N(CCC1=C2N=CN1)C(=O)C=1OC(=NN1)C1CCC1